3,3',4,4',5-pentamethoxybenzophenone COC=1C=C(C(=O)C2=CC(=C(C=C2)OC)OC)C=C(C1OC)OC